COC(=O)C1=C(C(=O)OOC(C2=C(C=CC=C2)C(=O)OC)=O)C=CC=C1 di(2-methoxycarbonylbenzoyl) peroxide